tris-(2-hydroxyethyl)methyl-ammonium hydroxide [OH-].OCC[N+](C)(CCO)CCO